methyl 8-nitro-4-(prop-1-en-2-yl)isoquinoline-3-carboxylate [N+](=O)([O-])C=1C=CC=C2C(=C(N=CC12)C(=O)OC)C(=C)C